3-(3,4-dimethoxyphenyl)-1-(N-ethyl-pyrrol-2-yl)propan-1-one COC=1C=C(C=CC1OC)CCC(=O)C=1N(C=CC1)CC